N1(CCOCC1)C1=CC=C(C=C1)C1(C=CC2=C(O1)C=1C=CC=CC1C1=C2C(C2=CC(=CC=C21)C(F)(F)F)(C)C)C2=CC=CC=C2 3-(4-morpholinylphenyl)-3-phenyl-11-trifluoromethyl-13,13-dimethyl-3,13-dihydro-indeno[2',3':3,4]naphtho[1,2-b]pyran